Tert-butyl 3-[4-[(3S)-4-(2-amino-6-methyl-pyrimidin-4-yl)-1,4-oxazepan-3-yl]-3-chloro-anilino]azetidine-1-carboxylate NC1=NC(=CC(=N1)N1[C@H](COCCC1)C1=C(C=C(NC2CN(C2)C(=O)OC(C)(C)C)C=C1)Cl)C